C(CN1C(=NC2=C1C=CC(=C2)C(N)=O)C=2C1=C(SC2C(=O)[O-])C(=CC=C1Br)F)N1C(=NC2=C1C=CC(=C2)C(N)=O)C=2C1=C(SC2C(=O)[O-])C(=CC=C1Br)F 3,3'-(ethane-1,2-diylbis(5-carbamoyl-1H-benzo[d]imidazole-1,2-diyl))bis(4-bromo-7-fluorobenzo[b]thiophene-2-carboxylate)